N1N=NN=C1CCCN 3-(1H-1,2,3,4-tetrazol-5-yl)propan-1-amine